BrC1=CC=C(C=C1)C[C@@H](C(=O)O)NC(=O)OC(C)(C)C (2S)-3-(4-bromophenyl)-2-(tert-butoxycarbonylamino)propanoic acid